FC1=CC(=CC2=CN(N=C12)C)C=1SC=2N=C(SC2N1)C1CCNCC1 7-fluoro-2-methyl-5-[5-(piperidin-4-yl)[1,3]thiazolo[5,4-d][1,3]thiazol-2-yl]-2H-indazole